2-methyl-β-carotene CC1CCC(=C(/C=C/C(=C/C=C/C(=C/C=C/C=C(/C=C/C=C(/C=C/C2=C(CCCC2(C)C)C)\C)\C)/C)/C)C1(C)C)C